BrC1=C(C=C2C(=NC(=NC2=C1F)F)N1CC=2N(CCC1)N=C(C2)C(=O)N(C)C)Cl 5-(7-bromo-6-chloro-2,8-difluoro-quinazolin-4-yl)-N,N-dimethyl-4,6,7,8-tetrahydropyrazolo[1,5-a][1,4]diazepine-2-carboxamide